C(CCCC)[Se]CCCCC Diamyl-selenium